(S)-4-((3S,4S)-4-((tert-Butyldiphenylsilyl)oxy)-3-cyanotetrahydrofuran-3-yl)-3-methylpiperazine-1-carboxylic acid tert-butyl ester C(C)(C)(C)OC(=O)N1C[C@@H](N(CC1)[C@]1(COC[C@H]1O[Si](C1=CC=CC=C1)(C1=CC=CC=C1)C(C)(C)C)C#N)C